(Z)-N-(p-tolyl)benzimidoyl cyanide C1(=CC=C(C=C1)\N=C(\C1=CC=CC=C1)/C#N)C